4-(5-ethoxy-2-((5-methoxy-7-methyl-1H-indol-4-yl)methyl)-2-azabicyclo[4.1.0]heptan-3-yl)benzoic acid C(C)OC1CC(N(C2CC12)CC1=C2C=CNC2=C(C=C1OC)C)C1=CC=C(C(=O)O)C=C1